(R)-N-(1-(4-([1,1'-biphenyl]-3-yl)piperazin-1-yl)-3-methoxy-1-oxopropan-2-yl)acetamide C1(=CC(=CC=C1)N1CCN(CC1)C([C@@H](COC)NC(C)=O)=O)C1=CC=CC=C1